3-bromo-4-(1-fluoroethyl)-phenylpropionic acid BrC=1C=C(C=CC1C(C)F)C(C(=O)O)C